N-octyl-α-Heptadecylnitrone tert-Butyl-6-chloro-3-[[(1R)-1-[2-ethylsulfanyl-4-oxo-6-(trifluoromethyl)chromen-8-yl]ethyl]amino]pyridine-2-carboxylate C(C)(C)(C)OC(=O)C1=NC(=CC=C1N[C@H](C)C=1C=C(C=C2C(C=C(OC12)SCC)=O)C(F)(F)F)Cl.C(CCCCCCC)[N+](=CCCCCCCCCCCCCCCCCC)[O-]